N-tert-butoxycarbonyl-N-(6-chloropyrimidin-4-yl)carbamic acid tert-butyl ester C(C)(C)(C)OC(N(C1=NC=NC(=C1)Cl)C(=O)OC(C)(C)C)=O